5-(((6-methoxypyridin-2-yl)amino)methylene)-2,2-dimethyl-1,3-dioxane-4,6-dione COC1=CC=CC(=N1)NC=C1C(OC(OC1=O)(C)C)=O